(S)-(-)-proline C1C[C@H](NC1)C(=O)O